C(\C=C/C(=O)O)(=O)O.CON(C(C=CC)=O)C N-methoxy-N-methyl-but-2-enamide maleate